methyl 3-O-acetylpentopyranoside CC(=O)O[C@@H]1[C@@H](CO[C@H]([C@@H]1O)OC)O